C(C)C=1C(=NC=NC1)N1CCN(CC1)CC1=NC2=C(N1)C=C(C=C2)C(F)(F)F 2-[[4-(5-ethyl-4-pyrimidinyl)-1-piperazinyl]methyl]-6-(trifluoromethyl)-1H-benzimidazole